1-{[(3R)-3-methyl-6-pentyl-3,4-dihydronaphthalen-2-yl]Methyl}azetidine-3-carboxylic acid methyl ester COC(=O)C1CN(C1)CC1=CC2=CC=C(C=C2C[C@H]1C)CCCCC